N1(C=NC=C1)C=1N=C(C2=C(N1)C=CN2)C(=O)NC2CCC(CC2)N(CCC(F)(F)F)C 2-(1H-imidazol-1-yl)-N-((1s,4s)-4-(methyl(3,3,3-trifluoropropyl)amino)cyclohexyl)-5H-pyrrolo[3,2-d]pyrimidine-4-carboxamide